C1(=CC=CC=C1)C1CCC(CC1)N 4-phenylcyclohexan-1-amine